NCC(=O)C1=CC=C(C=C1)Cl 2-amino-1-(4-chlorophenyl)ethan-1-one